C(C)(C)(C)[Si](C)(C)OC1=CC(=CC=C1)I tert-butyl-(3-iodophenoxy)di(methyl)silane